6-(2,6-dichlorophenyl)-2-(methylthio)pyridine ClC1=C(C(=CC=C1)Cl)C1=CC=CC(=N1)SC